2-thiophen-3-ylacetamide S1C=C(C=C1)CC(=O)N